ClC1=C2C=CN(C2=CC=C1)S(=O)(=O)C=1C(=CC(=C(N)C1)F)OC 5-(4-chloroindole-1-sulfonyl)-2-fluoro-4-methoxyaniline